N2-(4,5-difluoro-1H-indol-3-yl)-7-fluoro-N1,N1-dimethyl-5-(trifluoromethyl)-1H-benzo[d]imidazole-1,2-diamine FC1=C2C(=CNC2=CC=C1F)NC1=NC2=C(N1N(C)C)C(=CC(=C2)C(F)(F)F)F